5-(chloromethyl)-3-(2-chloro-4-methylphenyl)-1,2,4-oxadiazole ClCC1=NC(=NO1)C1=C(C=C(C=C1)C)Cl